C1CCCCCOCCCCOC(=O)CCCC1 12-oxa-1,16-hexadecanolide